[6-(4-chloroanilino)-2-[(2S)-2-(hydroxymethyl)pyrrolidin-1-yl]-5-nitro-pyrimidin-4-yl]-4-methyl-piperidine-4-carboxamide ClC1=CC=C(NC2=C(C(=NC(=N2)N2[C@@H](CCC2)CO)N2CCC(CC2)(C(=O)N)C)[N+](=O)[O-])C=C1